CN1CCC2=C3C1CC4=CC=CC=C4C3=CC=C2 The molecule is an isoquinoline alkaloid that is the N-methyl derivative of 5,6,6a,7-tetrahydro-4H-dibenzo[de,g]quinoline. It is an isoquinoline alkaloid fundamental parent, an aporphine alkaloid and a tertiary amino compound.